(2-Chloropyrimidin-4-yl)-2-fluorobenzoic acid methyl ester COC(C1=C(C(=CC=C1)C1=NC(=NC=C1)Cl)F)=O